1-(4-((tetrahydrofuran-3-yl)oxy)phenyl)ethan-1-ol O1CC(CC1)OC1=CC=C(C=C1)C(C)O